C1(CC1)C=1N(C=C(N1)C=1C=C(C(=NC1)N)C(F)(F)F)C12CC(C1)(C2)N2CCN(CC2)C 5-(2-cyclopropyl-1-(3-(4-methylpiperazin-1-yl)bicyclo[1.1.1]-pentan-1-yl)-1H-imidazol-4-yl)-3-(trifluoro-methyl)pyridin-2-amine